Methyl 7-(1-(bicyclo[1.1.1]pentan-1-yl)-5-(((4-methoxybenzyl)oxy)methyl)-3-methyl-1H-pyrazol-4-yl)-6-fluoro-3-(3-methoxy-3-oxopropyl)-1H-indole-2-carboxylate C12(CC(C1)C2)N2N=C(C(=C2COCC2=CC=C(C=C2)OC)C=2C(=CC=C1C(=C(NC21)C(=O)OC)CCC(=O)OC)F)C